(E)-2-fluoro-N-(2-methoxy-5-(4-(1-(4-oxopent-2-enoyl)-1,2,3,6-tetrahydropyridin-4-yl)quinazolin-6-yl)pyridin-3-yl)benzenesulfonamide FC1=C(C=CC=C1)S(=O)(=O)NC=1C(=NC=C(C1)C=1C=C2C(=NC=NC2=CC1)C=1CCN(CC1)C(\C=C\C(C)=O)=O)OC